(S)-5-(3-((1-(1H-tetrazol-1-yl)propan-2-yl)oxy)-4-chlorophenyl)-N-(3-(difluoromethoxy)-1-(piperidin-4-yl)-1H-pyrazol-4-yl)pyrimidin-2-amine N1(N=NN=C1)C[C@H](C)OC=1C=C(C=CC1Cl)C=1C=NC(=NC1)NC=1C(=NN(C1)C1CCNCC1)OC(F)F